P(=O)(O)([O-])[O-].[Pt+2].C(C(C)N)N.C(C(C)N)N Bis(propylenediamine) platinum hydrogen phosphate